5-(benzyloxy)-1-(4-(2-((tert-butyldimethylsilyl)oxy)ethyl)benzyl)-2-(4-methoxyphenyl)-3-methyl-1H-indole C(C1=CC=CC=C1)OC=1C=C2C(=C(N(C2=CC1)CC1=CC=C(C=C1)CCO[Si](C)(C)C(C)(C)C)C1=CC=C(C=C1)OC)C